(E)-4-(5-methyl-2-(phenylamino)pyrimidin-4-ylamino)benzyl but-2-enoate C(\C=C\C)(=O)OCC1=CC=C(C=C1)NC1=NC(=NC=C1C)NC1=CC=CC=C1